2-(2,3-dimethoxyphenyl)-5-amino-4-hydroxy-3(2H)-furanone COC1=C(C=CC=C1OC)C1OC(=C(C1=O)O)N